C([O-])([O-])=O.[Cs+].FC(C=1C=NC=C(C(=O)N)C1)(F)F.[Cs+] 5-(trifluoromethyl)nicotinamide cesium carbonate